FC1=CC=C(C=C1)NC(=O)C1(CC1)C(=O)NC1=CC=C(C=C1)OC1=CC=NC2=CC(=CC=C12)C=1N(C=CN1)C 1-N'-(4-fluorophenyl)-1-N-[4-[7-(1-methylimidazol-2-yl)quinolin-4-yl]oxy-phenyl]cyclopropane-1,1-dicarboxamide